N-cyano-2-(2-tolyl)benzimidazole C(#N)N1C(=NC2=C1C=CC=C2)C2=C(C=CC=C2)C